(R)-4-amino-N-(bicyclo[1.1.1]pent-1-yl)-7-fluoro-3-methyl-N-((S)-1-(2-methylbenzo[d]thiazol-6-yl)ethyl)-1,3-dihydrofuro[3,4-c]quinoline-8-carboxamide NC1=NC=2C=C(C(=CC2C2=C1[C@H](OC2)C)C(=O)N([C@@H](C)C2=CC1=C(N=C(S1)C)C=C2)C21CC(C2)C1)F